NC1=CC2=C(C=N1)N(C(N2[C@H]2CC(CC2)([2H])NC(OC)=O)=O)C([2H])([2H])[2H] methyl ((3R)-3-(6-amino-3-(methyl-d3)-2-oxo-2,3-dihydro-1H-imidazo[4,5-c]pyridin-1-yl)cyclopentyl-1-d)carbamate